(5S)-1'-[3-(difluoromethyl)-7-(2-fluorophenyl)-6-methyl-pyrazolo[1,5-a]pyrazin-4-yl]spiro[5,7-dihydrocyclopenta[b]pyridine-6,4'-piperidine]-5-amine FC(C=1C=NN2C1C(=NC(=C2C2=C(C=CC=C2)F)C)N2CCC1(CC2)[C@@H](C=2C(=NC=CC2)C1)N)F